S(=O)(=O)(ON1[C@@H]2CC[C@H](N(C1=O)C2)C(NS(=O)(=O)CCN2CCCCC2)=N)O (2S,5R)-7-oxo-2-(N-((2-(piperidin-1-yl) ethyl) sulfonyl) carbamimidoyl)-1,6-diazabicyclo[3.2.1]octan-6-yl hydrogen sulfate